((3-fluoro-4-(5-(trifluoromethyl)-1,2,4-oxadiazol-3-yl)phenyl)imino)(2-fluorophenyl)(methyl)-λ6-sulfanone FC=1C=C(C=CC1C1=NOC(=N1)C(F)(F)F)N=S(=O)(C)C1=C(C=CC=C1)F